C(C)C1C(C(CC(C1C(=O)O)C(=O)O)C(=O)O)C(=O)O 3-ethyl-cyclohexane-1,2,4,5-tetracarboxylic acid